6-phenyl-N2-(pyridin-4-yl)-N4-(tetrahydro-2H-pyran-4-yl)-1,3,5-triazine-2,4-diamine C1(=CC=CC=C1)C1=NC(=NC(=N1)NC1=CC=NC=C1)NC1CCOCC1